C(C)(C)(C)C(C(=O)OCCCCCCCCCCCCCCCCCC)(CC1=CC=C(C=C1)O)C(C)(C)C 1-Octadecyl Di-t-butyl-4-hydroxyhydrocinnamate